[Pt](Cl)Cl.N1=C(C=CC=C1)C=1C=CC=C(C1)C1=NC=CC=C1 3,5-dipyridyl-benzene platinum chloride